N-[[(2S)-pyrrolidin-2-yl]methyl]pyrazine-2-carboxamide N1[C@@H](CCC1)CNC(=O)C1=NC=CN=C1